5-(3-(3-hydroxy-2,6-dimethylphenyl)-4-oxo-7-tosyl-4,7-dihydro-3H-pyrrolo[2,3-d]pyrimidin-6-yl)-3-methylpicolinonitrile OC=1C(=C(C(=CC1)C)N1C=NC2=C(C1=O)C=C(N2S(=O)(=O)C2=CC=C(C)C=C2)C=2C=C(C(=NC2)C#N)C)C